(3,3,3-trifluoroprop-1-en-2-yl)benzene FC(C(=C)C1=CC=CC=C1)(F)F